(2-fluorophenyl)-1-methyl-2-oxo-4-[3-(trifluoromethyl)phenyl]pyrrolidine-3-carboxamide sulfonylmethyl-2-methylpropionate S(=O)(=O)=COC(C(C)C)=O.FC1=C(C=CC=C1)C1(C(N(CC1C1=CC(=CC=C1)C(F)(F)F)C)=O)C(=O)N